4-(2-(trifluoromethyl)phenyl)thiazol-2-amine FC(C1=C(C=CC=C1)C=1N=C(SC1)N)(F)F